COC(=O)C1=CCCC1 cyclopent-1-en-1-carboxylic acid methyl ester